NC=1N(C2=C3C(CCNC(C13)=O)=NC(=N2)C)C2=C(C(=CC=C2C)O)C 1-amino-2-(3-hydroxy-2,6-dimethylphenyl)-4-methyl-2,6,7,8-tetrahydro-9H-2,3,5,8-tetraazabenzo[cd]azulene-9-one